C(C)(C)C1=CN=C(C2=C1N=C(N=C2)N)OC 8-isopropyl-5-methoxypyrido[4,3-d]Pyrimidine-2-amine